N-((3S,4S)-4-(3,4-difluorophenyl)piperidin-3-yl)-5-oxo-5,6-dihydro-4H-pyrazolo[1,5-d]thieno[3,2-f][1,4]diazepine-2-carboxamide FC=1C=C(C=CC1F)[C@H]1[C@@H](CNCC1)NC(=O)C1=CC=2C=3N(CC(NC2S1)=O)N=CC3